5-(4-isopropyl-1H-pyrrolo[2,3-b]pyridin-5-yl)pyrazolo[1,5-a]pyridin C(C)(C)C1=C2C(=NC=C1C1=CC=3N(C=C1)N=CC3)NC=C2